tert-butyl 4-(5-(1-((2S,4R)-4-hydroxy-2-(((S)-1-(4-(4-methylthiazol-5-yl)phenyl)ethyl)carbamoyl)pyrrolidin-1-yl)-3-methyl-1-oxobutan-2-yl)isoxazol-3-yl)piperazine-1-carboxylate O[C@@H]1C[C@H](N(C1)C(C(C(C)C)C1=CC(=NO1)N1CCN(CC1)C(=O)OC(C)(C)C)=O)C(N[C@@H](C)C1=CC=C(C=C1)C1=C(N=CS1)C)=O